3,3'-sulfonylbisbenzoic acid S(=O)(=O)(C=1C=C(C(=O)O)C=CC1)C=1C=C(C(=O)O)C=CC1